FC1(CN(CCC12COC1=C3CN(C(C3=CC=C12)=O)[C@@H]1C(NC(CC1)=O)=O)CC=1C=CC2=CN(N=C2C1)C)F (3S)-3-(3',3'-difluoro-1'-((2-methyl-2H-indazol-6-yl)methyl)-6-oxo-6,8-dihydro-2H,7H-spiro[furo[2,3-e]isoindole-3,4'-piperidin]-7-yl)piperidine-2,6-dione